C(C)(C)C1=NOC(=N1)N1CCC(CC1)[C@H](C)OC=1SC2=NC(=CC=C2N1)C=1C=NC(=NC1)S(=O)C 2-((S)-1-(1-(3-isopropyl-1,2,4-oxadiazol-5-yl)piperidin-4-yl)ethoxy)-5-(2-(methylsulfinyl)pyrimidin-5-yl)thiazolo[5,4-b]pyridine